(S)-N-Boc-3-(2-methoxy-3-fluorophenyl)piperidin-3-ol C(=O)(OC(C)(C)C)N1C[C@@](CCC1)(O)C1=C(C(=CC=C1)F)OC